5-methyl-1,3-hexadiene CC(C=CC=C)C